p-trifluoromethylphenyl-ascorbate FC(C1=CC=C(C=C1)OC1=C(C(=O)O[C@@H]1[C@@H](O)CO)O)(F)F